N1=C(N=CC=C1)C1=NC(=NC=C1)CC pyrimidyl-(ethylpyrimidine)